C(C1=CC=CC=C1)OC(=O)C1=C(N=C(S1)Cl)C(F)(F)F Benzyl-2-chloro-4-trifluoromethyl-1,3-thiazole-5-carboxylate